4-(6-methoxy-2,3-diketo-2,3-dihydropyrido[2,3-b]pyrazin-4(1H)-yl)piperidine COC=1C=CC2=C(N(C(C(N2)=O)=O)C2CCNCC2)N1